CC1(N(CCCC1)C)C(=O)[O-] Dimethylpiperidine-2-carboxylate